C(C)SC1=CC=C(CN2C3=C(C=4C=C(C=CC24)OC)N=CC=C3)C=C1 5-(4-(ethylsulfanyl)benzyl)-8-methoxy-5H-pyrido[3,2-b]indole